ClC1=CC(=C(S1)C1=CC=C(C(=N1)C)O[C@@H]1C[C@H](CCC1)C(=O)[O-])COC(N(C)CC1CCC1)=O (1S,3S)-3-((6-(5-chloro-3-((((cyclobutylmethyl)(methyl)carbamoyl)oxy)methyl)thiophen-2-yl)-2-methylpyridin-3-yl)oxy)cyclohexane-1-carboxylate